3-chloro-5-{2-[(3S)-3-[(4-methylsulfonylphenoxy)methyl]Piperazin-1-yl]Ethyl}benzonitrile ClC=1C=C(C#N)C=C(C1)CCN1C[C@H](NCC1)COC1=CC=C(C=C1)S(=O)(=O)C